tert-butyl (2-(2-(((1r,4r)-4-((5'-chloro-6-(((4-cyanotetrahydro-2H-pyran-4-yl)methyl)amino)-[2,4'-bipyridin]-2'-yl)amino)cyclohexyl)amino)ethoxy)ethyl)carbamate ClC=1C(=CC(=NC1)NC1CCC(CC1)NCCOCCNC(OC(C)(C)C)=O)C1=NC(=CC=C1)NCC1(CCOCC1)C#N